COC([C@@H](NC(=O)OCC[Si](C)(C)C)CS)=O methyl-N-{[2-(trimethylsilyl)ethoxy]carbonyl}-L-cysteinate